3-(6-aminopyridin-3-yl)-N-((4-(5-(4,4-difluoropiperidine-1-carbonyl)pyridin-2-yl)-6-(trifluoromethyl)benzofuran-2-yl)methyl)acrylamide NC1=CC=C(C=N1)C=CC(=O)NCC=1OC2=C(C1)C(=CC(=C2)C(F)(F)F)C2=NC=C(C=C2)C(=O)N2CCC(CC2)(F)F